isoNicotinic acid methyl ester COC(C1=CC=NC=C1)=O